2-carboxyphenyl 2-hydroxybenzoate OC1=C(C(=O)OC2=C(C=CC=C2)C(=O)O)C=CC=C1